C(C=C)(=O)N1C(CCCCC1)CC Acryloyl-2-ethylhexamethyleneimine